[Na+].P([O-])(=O)(OP(=O)([O-])[O-])OC[C@@H]1[C@H]([C@H]([C@@H](O1)N1C=NC=2C(=O)NC(N)=NC12)O)O.C(#C)C=1C(NC(NC1)=O)=O.[Na+].[Na+] 5-ethynyl-uracil guanosine-5'-diphosphate sodium